ClC1=CC=C(C=C1)CC(C)[Te]C 1-chloro-4-(2-methyltelluro-propyl)benzene